4-(tributylstannyl)pyrimidine C(CCC)[Sn](C1=NC=NC=C1)(CCCC)CCCC